C1(=CC=CC=C1)C1(CC(=C(C=C1)Cl)Cl)C1=CC=CC=C1 4,4-diphenyl-dichlorobenzene